[N+](=O)([O-])C(C\C=C/CCCCCCCC(=O)O)CCCCCC 12-nitro-oleic acid